FC1=CC=2NC=CC2C=2COC(NCC(CCCC(C3=NN=C(C=4C(=CC=C(OC12)C4)F)N3)(C3=CC=CC=C3)C)(C)C)=O 23,29-Difluoro-6,10,10-trimethyl-6-phenyl-14,25-dioxa-3,4,12,20,31-pentazapentacyclo[24.3.1.12,5.016,24.017,21]hentriaconta-1(30),2,4,16(24),17(21),18,22,26,28-nonaen-13-one